(+/-)-rel-(R)-1-((R)-3,4-dihydro-1H-[1,4]oxazino[4,3-b]indazol-1-yl)-N,N-dimethylethanaminium chloride [Cl-].[C@@H]1(OCCN2N=C3C=CC=CC3=C21)[C@@H](C)[NH+](C)C |r|